COC[C-]1C(=CC=C1)P(C(C)(C)C)C(C)(C)C.[CH-]1C=CC=C1.[Fe+2] 1-(methoxymethyl)-2-(di-t-butylphosphino)ferrocene